ClC=1C=C(C=CC1)C(C(C1=CC=CC=C1)OC(N[C@H](C(=O)N[C@@H](C[C@H]1C(NCC1)=O)C(C(=O)NCCO)=O)CCCC)=O)(F)F ((S)-1-(((S)-4-((2-hydroxyethyl)amino)-3,4-dioxo-1-((S)-2-oxopyrrolidin-3-yl)butan-2-yl)amino)-1-oxohexan-2-yl)carbamic acid 2-(3-chlorophenyl)-2,2-difluoro-1-phenylethyl ester